N-methyl-propyl-morpholine chloride [Cl-].CN1C(COCC1)CCC